N-(7'-isopropylspiro[azetidine-3,4'-chromeno[4,3-d]thiazol]-2'-yl)-4,6-dimethoxypyrimidine-5-carboxamide C(C)(C)C=1C=CC2=C(C1)OC1(C3=C2N=C(S3)NC(=O)C=3C(=NC=NC3OC)OC)CNC1